[Na].CC1C(C(CCC1)C)NC(=O)NS(N(C1CCOCC1)C=1C=NN(C1)C)(=O)=O 1-(2,6-dimethylcyclohexyl)-3-[(1-methyl-1H-pyrazol-4-yl)(oxan-4-yl)sulfamoyl]urea Sodium Salt